4-piperidinylmethyl-aniline hydrochloride Cl.N1(CCCCC1)CC1=CC=C(N)C=C1